N=1N(N=CC1)C=1C=CC(=NC1)C(C)(C)C=1OC=C(N1)C(=O)OCC ethyl 2-(2-(5-(2H-1,2,3-triazol-2-yl)pyridin-2-yl)propan-2-yl)oxazole-4-carboxylate